(S)-(1-(3-chloro-4-ethoxy-2-fluorobenzyl)pyrrolidin-3-yl)methanamine disuccinate C(CCC(=O)O)(=O)O.C(CCC(=O)O)(=O)O.ClC=1C(=C(CN2C[C@@H](CC2)CN)C=CC1OCC)F